(phenyl)(biphenylyl)(carbazolyl)(phenyl)(biphenylyl)(carbazolylbiphenylyl)amine C1(=CC=CC=C1)C1=C(C(=C(C(=C1C1=CC=CC=C1)N(C1=C(C=CC=C1)C1=CC=CC=C1)C1=CC=CC=C1)C1=CC=CC=2C3=CC=CC=C3NC12)C1=CC=CC=2C3=CC=CC=C3NC12)C1=C(C=CC=C1)C1=CC=CC=C1